COC=1C=C(C=CC1)C1=CC=C(C=C1)[C@@H](C)N1N=CC2=CC=CC(=C12)C(=O)NC1CC2(CCC2)C1 (Sa)-6-(1-((R)-1-(3'-Methoxy-[1,1'-biphenyl]-4-yl)ethyl)-1H-indazol-7-carboxamido)spiro[3.3]heptan